1-(4-fluoro-2-meth-ylphenyl)-3-(6-methoxy-2-meth-ylpyridin-3-yl)-7-(trifluoromethyl)-2,3-dihydropteridin-4(1H)-one FC1=CC(=C(C=C1)N1CN(C(C2=NC=C(N=C12)C(F)(F)F)=O)C=1C(=NC(=CC1)OC)C)C